(3R)-3-cyclopropyl-3-(difluoromethyl)-1-[6-(1-methylpyrazol-4-yl)pyrrolo[1,2-b]pyridazin-4-yl]pyrrolidin-2-one C1(CC1)[C@]1(C(N(CC1)C=1C=2N(N=CC1)C=C(C2)C=2C=NN(C2)C)=O)C(F)F